C1(=CC=CC=C1)C1=C2C3=CC=CC4=C(C=CC(C2=C(C=C1)C1=CC=CC=C1)=C43)B(O)O (7,10-diphenylfluoranthen-3-yl)boronic acid